(R)-3-bromo-4-methyl-6,7,7a,8,10,11-hexahydro-9H-pyrazino[1,2-d]pyrido[3,2-b][1,4]oxazepin BrC1=C(C=2OCC[C@H]3N(C2N=C1)CCNC3)C